OCCCCCCCCCC#CC1=CC=C2C(=NN(C2=C1)C)N1C(NC(CC1)=O)=O 1-(6-(11-hydroxyundec-1-yn-1-yl)-1-methyl-1H-indazol-3-yl)dihydropyrimidine-2,4(1H,3H)-dione